2-(3-(5-(trifluoromethyl)pyrimidin-2-yl)-3,6-diazabicyclo[3.1.1]heptane-6-yl)acetamide FC(C=1C=NC(=NC1)N1CC2N(C(C1)C2)CC(=O)N)(F)F